N-((1R,2R)-2-hydroxycyclohexyl)-1-(methylamino)-2,7-naphthyridine-4-carboxamide O[C@H]1[C@@H](CCCC1)NC(=O)C1=CN=C(C2=CN=CC=C12)NC